FC1=C(C(=C(C=C1N)C1=CC=CC=C1)F)N difluoro-[1,1'-biphenyl]-3,5-diamine